5,7-dichloro-8-fluoro-2-methylsulfanyl-pyrido[4,3-d]pyrimidin-4-ol ClC1=NC(=C(C=2N=C(N=C(C21)O)SC)F)Cl